[Cl-].[Cl-].BrC1=CC=C(C=C1)C(=[Zr+2](C1=CC=CC2=C3C(=C4C=5C=CC=CC5CC4=C21)C=CC=C3)C3C=CC=C3)C3=CC=C(C=C3)Br di-(p-bromophenyl)methylene(cyclopentadienyl)(dibenzofluorenyl)zirconium dichloride